C(CCCCC(C)C)(=O)OCCC(CC)OC(CCCCC(C)C)=O 1,3-pentanediol diisooctanoate